4-amino-7-fluoro-N,3-dimethyl-N-((5R)-2-(trifluoro-methyl)-6,7-dihydro-5H-cyclopenta[b]-pyridin-5-yl)-3H-pyrazolo[3,4-c]-quinoline-8-carboxamide NC1=NC=2C=C(C(=CC2C2=C1N(N=C2)C)C(=O)N([C@@H]2CCC1=NC(=CC=C12)C(F)(F)F)C)F